C(OC1=C(C(NC12CCC(CC2)OC)=O)C2=C(C=CC(=C2)C)C)(OCC)=O 3-(2,5-dimethylphenyl)-8-methoxy-2-oxo-1-azaspiro[4.5]dec-3-en-4-yl ethyl carbonate